anilinediol N(C1=CC=CC=C1)(O)O